6-chloro-N-methoxy-N-methyl-4-((2-(N-methylmethanesulfonamido)phenyl)amino)nicotinamide ClC1=NC=C(C(=O)N(C)OC)C(=C1)NC1=C(C=CC=C1)N(S(=O)(=O)C)C